hydroxypiperidine-1-sulfonamide OC1N(CCCC1)S(=O)(=O)N